COC=1C=CC(=NC1)C1=CC=CC=C1C(=O)N1CC2=CC=CC(=C2CC1)[C@H](CC(=O)O)C1=CC2=C(N(N=N2)C)C(=C1)OC (R)-3-[2-(5-methoxy-2-pyridinebenzoyl)-1,2,3,4-tetrahydroisoquinolin-5-yl]-3-(7-methoxy-1-methyl-1H-benzo[d][1,2,3]triazol-5-yl)propionic acid